4-(benzo[d]oxazol-5-yl)-5-chloro-N-(4-(4-methylpiperazin-1-yl)phenyl)pyrimidin-2-amine O1C=NC2=C1C=CC(=C2)C2=NC(=NC=C2Cl)NC2=CC=C(C=C2)N2CCN(CC2)C